4-(6-(1-cyclopropyl-4-(4-fluorophenyl)-1H-imidazol-5-yl)quinolin-3-yl)-2-methylbut-3-yn-2-ol C1(CC1)N1C=NC(=C1C=1C=C2C=C(C=NC2=CC1)C#CC(C)(O)C)C1=CC=C(C=C1)F